NC1=C2C=CC=NC2=CC=C1[N+](=O)[O-] 5-amino-6-nitro-quinoline